(1-ethylpiperidin-4-yl)-4H-pyrazino[1,2-a]pyrimidin C(C)N1CCC(CC1)C=1N=C2N(CC1)C=CN=C2